NC1=NC=CC(=C1)C=1C=2N(C(=NC1)N1CCC3([C@@H]([C@@H](OC3)C)N)CC1)C=CN2 (3S,4S)-8-[8-(2-aminopyridin-4-yl)imidazo[1,2-c]pyrimidin-5-yl]-3-methyl-2-oxa-8-azaspiro[4.5]decan-4-amine